C(CC)NC(ONC1=C(C=CC=C1)[N+](=O)[O-])=O ((2-nitrophenyl) amino) propylcarbamate